ClC=1C=C(NC2(CCC3(N(CC4=CC=CC=C34)C[C@H](CO)C)CC2)C(=O)N)C=CC1 4-(3-Chloroanilino)-2'-[(2R)-3-hydroxy-2-methylpropyl]-2',3'-dihydrospiro[cyclohexane-1,1'-isoindole]-4-carboxamide